4-((2-fluoro-6-(trifluoromethyl)benzyl)amino)-2-((1-(2-methoxyethyl)-1H-pyrazol-4-yl)amino)pyrimidin-5-carboxamide FC1=C(CNC2=NC(=NC=C2C(=O)N)NC=2C=NN(C2)CCOC)C(=CC=C1)C(F)(F)F